C(C)(C)C1=C(C=CC=C1)C1=NC=C2N(C(N(C2=N1)CC1=CC=C(C=C1)OC1CCOCC1)=O)C 2-(2-isopropylphenyl)-7-methyl-9-(4-((tetrahydro-2H-pyran-4-yl)oxy)benzyl)-7,9-dihydro-8H-purin-8-one